CC=1N(C=CN1)[C@H](C)C1=CC=C(C=C1)NC(=O)N[C@@H](C)C1=NC=CC=C1 |o1:6,&1:18| 1-(4-((R*)-1-(2-methyl-1H-imidazol-1-yl)ethyl)phenyl)-3-((SR)-1-(pyridin-2-yl)ethyl)urea